NC1=C(C=C(N=N1)C1=C(C=CC=C1)O)N1CCC2(CC1)CCN(CC2)C2=CC(=NC=C2)C#CCN2CCCCCC2 2-[6-amino-5-[9-[2-[3-(azepan-1-yl)prop-1-ynyl]-4-pyridinyl]-3,9-diazaspiro[5.5]undec-3-yl]pyridazin-3-yl]phenol